C1(=CC=CC=C1)P(CCCCP(C1=CC=CC=C1)C1=CC=CC=C1)C1=CC=CC=C1 1,4-Bis(diphenylphosphino)butan